C1(CC\C=C/CCC1)CNC1=CC=CC=C1 (Z)-N-(cyclooct-4-en-1-ylmethyl)aniline